N-(4-((2-(1,1-difluoroethyl)-6-(pyridin-4-yl)pyrimidin-4-yl)amino)-5-methoxypyridin-2-yl)acetamide FC(C)(F)C1=NC(=CC(=N1)NC1=CC(=NC=C1OC)NC(C)=O)C1=CC=NC=C1